tert-butyl 4-(6-((4-(2-(dimethylamino)benzothiazole-6-yl)-5-fluoropyrimidine-2-yl) amino)pyridine-3-yl)piperazine-1-carboxylate CN(C=1SC2=C(N1)C=CC(=C2)C2=NC(=NC=C2F)NC2=CC=C(C=N2)N2CCN(CC2)C(=O)OC(C)(C)C)C